BrCC(=O)C1=CC=C(C=C1)[N+](=O)[O-] 2-bromo-1-(4-nitrophenyl)ethan-1-one